N4-(5-{[(2S,5R)-2,5-dimethyl-4-(tetrahydro-2H-pyran-4-yl)piperazin-1-yl]carbonyl}-6,6-dimethyl-1,4,5,6-tetrahydropyrrolo[3,4-c]pyrazol-3-yl)-N2-ethyl-5-fluoropyrimidine-2,4-diamine C[C@@H]1N(C[C@H](N(C1)C1CCOCC1)C)C(=O)N1C(C=2NN=C(C2C1)NC1=NC(=NC=C1F)NCC)(C)C